CN1CCN(CC1)C1=CC=CC=2NC=NC21 4-(4-methylpiperazin-1-yl)-1H-benzo[d]Imidazole